(S)-2-((1-((1,1-bis(4-fluorophenyl)prop-1-en-2-yl)amino)-1-oxopropan-2-yl)carbamoyl)-4-methoxypyridin-3-yl isobutyrate C(C(C)C)(=O)OC=1C(=NC=CC1OC)C(N[C@H](C(=O)NC(=C(C1=CC=C(C=C1)F)C1=CC=C(C=C1)F)C)C)=O